rac-1-(tert-butyl) 3-ethyl (3S,4S)-4-(2-fluoro-3-fluorophenyl)pyrrolidine-1,3-dicarboxylate FC1=C(C=CC=C1F)[C@@H]1[C@@H](CN(C1)C(=O)OC(C)(C)C)C(=O)OCC |r|